3-(5-chloropyrazin-2-yl)-5-ethyl-5-methyl-imidazolidine-2,4-dione ClC=1N=CC(=NC1)N1C(NC(C1=O)(C)CC)=O